FC=1C=C(C=CC1[N+](=O)[O-])O m-fluoro-p-nitrophenol